sodium trioleate C(CCCCCCC\C=C/CCCCCCCC)(=O)[O-].C(CCCCCCC\C=C/CCCCCCCC)(=O)[O-].C(CCCCCCC\C=C/CCCCCCCC)(=O)[O-].[Na+].[Na+].[Na+]